3-fluoro-N,N-dimethyl-1-((9-methyl-6-morpholino-2-(3-(m-tolyl)-1H-pyrazol-1-yl)-9H-purin-8-yl)methyl)piperidin-4-amine FC1CN(CCC1N(C)C)CC=1N(C2=NC(=NC(=C2N1)N1CCOCC1)N1N=C(C=C1)C=1C=C(C=CC1)C)C